3-((6-fluoroquinolin-4-yl)amino)-N-(5-(pyridin-4-ylamino)pyridin-3-yl)benzamide FC=1C=C2C(=CC=NC2=CC1)NC=1C=C(C(=O)NC=2C=NC=C(C2)NC2=CC=NC=C2)C=CC1